4-[7-[(1-aminocyclobutyl)methoxy]imidazo[1,2-a]pyridin-3-yl]-N-cyclopropyl-2-(difluoromethoxy)-6-methoxy-benzamide NC1(CCC1)COC1=CC=2N(C=C1)C(=CN2)C2=CC(=C(C(=O)NC1CC1)C(=C2)OC)OC(F)F